5-chloro-N-[(3R)-1-(2-oxazol-2-ylethyl)-3-piperidyl]oxazolo[4,5-b]pyridin-2-amine ClC1=CC=C2C(=N1)N=C(O2)N[C@H]2CN(CCC2)CCC=2OC=CN2